4-bromo-2-aminobenzothiazole BrC1=CC=CC2=C1N=C(S2)N